4,4'-dimethyl-4,4'-sulfonyldiphenol CC1(CC=C(C=C1)O)S(=O)(=O)C1(CC=C(C=C1)O)C